1,4-diisocyanatomethylcyclohexane lead [Pb].N(=C=O)CC1CCC(CC1)CN=C=O